C(OC=1C=C2C(=CNC2=CC1)C([2H])([2H])[C@@H]1NCCC1)([2H])([2H])[2H] (R)-5-(methoxy-d3)-3-(pyrrolidin-2-yl-methyl-d2)-1H-indole